N(=[N+]=[N-])CC(=O)C1=CC=C(C=C1)F 2-azido-1-(4-fluorophenyl)ethan-1-one